2'-[6-amino-5-(trifluoromethyl)pyridin-3-yl]-N-(1-methylcyclobutyl)-5',6'-dihydrospiro[pyrrolidine-3,4'-pyrrolo[1,2-b]pyrazole]-1-carboxamide NC1=C(C=C(C=N1)C=1C=C2N(N1)CCC21CN(CC1)C(=O)NC1(CCC1)C)C(F)(F)F